ClC1=NC(=CC(=N1)NC1C(C2CCC1CC2)C(=O)OC)C2=CN(C=C2)C (+/-)-trans-methyl 3-((2-chloro-6-(1-methylpyrrol-3-yl)pyrimidin-4-yl)amino)bicyclo[2.2.2]octane-2-carboxylate